(R)-1-methyl-5-(2-oxo-2-((1,1,1-trifluoropropan-2-yl)amino)acetyl)-1H-pyrrole-3-carboxylic acid methyl ester COC(=O)C1=CN(C(=C1)C(C(N[C@@H](C(F)(F)F)C)=O)=O)C